NC1=NC(=NN2C1=NC=C2CC2=CC=C(C=C2)OCCNC)O[C@H](CCO)CCC |o1:23| (S or R)-3-((4-amino-7-(4-(2-(methylamino)ethoxy)benzyl)imidazo[2,1-f][1,2,4]triazin-2-yl)oxy)hexan-1-ol